BrC=1C(=C(SC1Br)C(=O)O)Cl 4,5-dibromo-3-chlorothiophene-2-carboxylic acid